3-[(3S)-1-(4-cyano-3-pyridinyl)pyrrolidin-3-yl]-N-[4-(difluoromethoxy)-2-pyridinyl]-4-methyl-benzamide C(#N)C1=C(C=NC=C1)N1C[C@@H](CC1)C=1C=C(C(=O)NC2=NC=CC(=C2)OC(F)F)C=CC1C